O=C1NCCC(C1)NC(OC(C)(C)C)=O tert-butyl (2-oxopiperidin-4-yl)carbamate